N-(5-(4-benzhydrylpiperazine-1-carbonyl)pyridin-3-yl)acetamide C(C1=CC=CC=C1)(C1=CC=CC=C1)N1CCN(CC1)C(=O)C=1C=C(C=NC1)NC(C)=O